C(=O)(O)C[C@H](C[N+](C)(C)C)OC(C=C)=O (2R)-3-carboxy-N,N,N-trimethyl-2-[(1-oxo-2-propen-1-yl)oxy]-1-propanaminium